2-phenoxy-2H-dibenzo[c,e][1,2]oxaphosphorinane O(C1=CC=CC=C1)C1C=CC2=C(C3=C(PO2)C=CC=C3)C1